C1(=CC=CC=C1)[C@H]1CNCC1 (S)-3-phenylpyrrolidine